dihydroxydithiane 2,5-pyridinedicarboxylate N1=C(C=CC(=C1)C(=O)O)C(=O)O.OC1(SSCCC1)O